2-benzyl-2-azaspiro[3.3]heptan-6-yl (2R)-4-[5-(cyclopropanesulfonyl) pyrimidin-2-yl]-2-methylpiperazine-1-carboxylate C1(CC1)S(=O)(=O)C=1C=NC(=NC1)N1C[C@H](N(CC1)C(=O)OC1CC2(CN(C2)CC2=CC=CC=C2)C1)C